C(C1=CC=CC=C1)O[C@@H]1[C@H](N(C[C@@H]([C@H]1OCC1=CC=CC=C1)OCC1=CC=CC=C1)CCC1=CC2=C(OCCO2)C=C1)CF (2S,3R,4R,5S)-3,4,5-tris(benzyloxy)-1-(2-(2,3-dihydrobenzo[b][1,4]dioxin-6-yl)ethyl)-2-(fluoromethyl)piperidine